3-(4-fluoro-3-(trifluoromethyl)phenyl)-1-methyl-1-(1-(1-oxo-1,2-dihydroisoquinolin-4-yl)ethyl)urea FC1=C(C=C(C=C1)NC(N(C(C)C1=CNC(C2=CC=CC=C12)=O)C)=O)C(F)(F)F